OCC=1C=C(C=CC1)C=1CN(N(C1C=1C=C2N=CC=NC2=CC1)C)C 4-(3-(hydroxymethyl)phenyl)-1,2-dimethyl-5-(quinoxalin-6-yl)-1H-pyrazol